2,3,5,6-tetrachlorobenzyl chloride ClC1=C(CCl)C(=C(C=C1Cl)Cl)Cl